OC[C@H](C1=CC=CC=C1)NC1=NC(=NC=C1C1=NC(=NO1)C(F)(F)F)NC1=CC=C(C(=O)N(C)C)C=C1 4-[[4-[[(1S)-2-hydroxy-1-phenyl-ethyl]amino]-5-[3-(trifluoromethyl)-1,2,4-oxadiazol-5-yl]pyrimidin-2-yl]amino]-N,N-dimethyl-benzamide